ClC1=C(C=C(C=C1)F)C1NC(C2=C3C=CC=NC3=CC(=C21)NC(=O)N2C1(CC3=CC=CC=C23)CC1)=O N-(3-(2-chloro-5-fluorophenyl)-1-oxo-2,3-dihydro-1H-pyrrolo[3,4-f]quinolin-4-yl)spiro[cyclopropane-1,2'-indoline]-1'-carboxamide